C(#N)C=1C(=NC(=C(C1CC)C#N)N1CCN(CCC1)C)SC(C(=O)N)C1=NC=C(C=C1)C (3,5-dicyano-4-ethyl-6-(4-methyl-1,4-diazepan-1-yl)pyridin-2-yl)thio-2-(5-methylpyridin-2-yl)acetamide